(Azol-2-yl)-6-(3-(trifluoromethyl)imidazo[1,2-a]Pyridin-6-yl)pyrazine-2-carboxamide N1C(=CC=C1)C=1C(=NC(=CN1)C=1C=CC=2N(C1)C(=CN2)C(F)(F)F)C(=O)N